ClC=1C(=CC(=C(C1)NC(=O)C=1C=NN(C1C(F)(F)F)C1=C2C=CNC(C2=CC=C1)=O)F)N1N=CC=N1 N-(5-chloro-2-fluoro-4-(2H-1,2,3-triazol-2-yl)phenyl)-1-(1-oxo-1,2-dihydroisoquinolin-5-yl)-5-(trifluoromethyl)-1H-pyrazole-4-carboxamide